O=S1(CCN(CC1)C1=NC=2N(C=C1)N=CC2C(=O)O)=O 5-(1,1-dioxothiomorpholinyl)pyrazolo[1,5-a]pyrimidine-3-carboxylic acid